3,4,5-tribromopyrazole BrC1=NNC(=C1Br)Br